4-phenyl-3-(3-(3-(pyridin-4-yl)phenyl)acryloyl)oxazolidin-2-one C1(=CC=CC=C1)C1N(C(OC1)=O)C(C=CC1=CC(=CC=C1)C1=CC=NC=C1)=O